3-(1-carboxyprop-2-ylsulfanyl)butyric acid C(=O)(O)CC(C)SC(CC(=O)O)C